5-(6-isobutyl-4-methylpyridin-3-yl)-2-(methoxycarbonyl)-4-oxo-4,5-dihydro-1-thia-3,5,8-triazaacenaphthylen-3-ide C(C(C)C)C1=CC(=C(C=N1)N1C([N-]C2=C(SC=3N=CC=C1C32)C(=O)OC)=O)C